2-(cyclopropylmethyl)-N-methyl-N-(1-methyl-1H-pyrazol-4-yl)-1,2,3,4-tetrahydroisoquinolin-7-amine hydrochloride Cl.C1(CC1)CN1CC2=CC(=CC=C2CC1)N(C=1C=NN(C1)C)C